(S)-5-cyano-N-ethyl-N-(2,2,2-trifluoro-1-(4-fluorophenyl)ethyl)thiophene-3-sulfonamide C(#N)C1=CC(=CS1)S(=O)(=O)N([C@H](C(F)(F)F)C1=CC=C(C=C1)F)CC